C1(CC1)C=1N=CN(C1)C1=NC2=CC=C(C=C2C(=C1)OCCOC)[N+](=O)[O-] 2-(4-cyclopropyl-1H-imidazol-1-yl)-4-(2-methoxyethoxy)-6-nitroquinoline